1-((tert-butyldimethylsilyl)oxy)tridecan-3-yl (3-(diethylamino)propyl) carbonate C(OC(CCO[Si](C)(C)C(C)(C)C)CCCCCCCCCC)(OCCCN(CC)CC)=O